2,5-Dimethyl-3-ethyl-4-methoxy-phenol CC1=C(C=C(C(=C1CC)OC)C)O